tert-butyl 4-(5-(3-hydroxyoxetan-3-yl)-2-(4-(4-(trifluoromethyl)phenyl) piperidine-1-carbonyl)phenyl)piperazine-1-carboxylate OC1(COC1)C=1C=CC(=C(C1)N1CCN(CC1)C(=O)OC(C)(C)C)C(=O)N1CCC(CC1)C1=CC=C(C=C1)C(F)(F)F